C(#N)C=1C=C(C=CC1OCC(C)C)C=1SC(=C(N1)C)C(=O)O 2-(3-cyano-4-isobutoxyphenyl)-4-methyl-1,3-thiazole-5-carboxylic acid